COC1=CC=C(C=N1)C1=CN=C2SC(=NN21)NCC=2C=NC=CC2 5-(6-methoxy-3-pyridyl)-N-(3-pyridylmethyl)imidazo[2,1-b][1,3,4]thiadiazol-2-amine